FC1=C(C=NS(=O)C(C)(C)C)C(=CC=C1F)OC N-(2,3-difluoro-6-methoxybenzylidene)-2-methylpropan-2-sulfinamide